(S)-2-chloro-7-(1-methoxyethyl)pyrazolo[1,5-a]pyrimidin-6-amine ClC1=NN2C(N=CC(=C2[C@H](C)OC)N)=C1